BrC=1C=CC(=C(C1)CN(C)C)F 1-(5-bromo-2-fluorophenyl)-N,N-dimethylmethanamine